FC1(C[C@@H]2[C@@H](CN(C2)C=2N=C3N(C(C2)=O)C=C(C=C3C(C)NC3=C(C(=O)OC(C)(C)C)C=CC=C3)C)C1)F tert-butyl 2-((1-(2-((3aR,6aS)-5,5-difluorohexahydrocyclopenta[c]pyrrol-2(1H)-yl)-7-methyl-4-oxo-4H-pyrido[1,2-a]pyrimidin-9-yl)ethyl)amino)benzoate